5-methyl-3-phenyl-1H-pyrrole-2,4-dicarboxylic acid diethyl ester C(C)OC(=O)C=1NC(=C(C1C1=CC=CC=C1)C(=O)OCC)C